(5S)-8-chloro-7-(2,6-difluorophenyl)-2-ethyl-5-methyl-9-(trifluoromethyl)-5H-pyrimido[1,2-a][1,4]benzodiazepine-3-One ClC1=C(C=CC2=C1C(=N[C@H](C=1N2C=C(C(N1)=O)CC)C)C1=C(C=CC=C1F)F)C(F)(F)F